C12C3C4C5CCCC5C(C3C(C=C1)C2)C4 pentacyclo[9.2.1.13,9.02,10.04,8]pentadec-12-ene